5-(2-(azetidin-1-yl)ethyl)-2-oxo-4-(trifluoromethyl)pyridin N1(CCC1)CCC=1C(=CC(NC1)=O)C(F)(F)F